3,14β-dihydroxy-4,5α-epoxy-6β-[(4-pyridyl)acetamido]morphinan OC=1C=CC=2C[C@@H]3[C@@]4(CC[C@H]([C@H]5[C@@]4(C2C1O5)CCN3)NC(CC3=CC=NC=C3)=O)O